C1(CCC1)C=1C(=NN(C1NC(OCC(C)C)=O)C)C1CC(C1)(F)F isobutyl (4-cyclobutyl-3-(3,3-difluorocyclobutyl)-1-methyl-1H-pyrazol-5-yl)carbamate